di-aminostilbenedi-sulfonic acid NC(=C(C1=C(C(=CC=C1)S(=O)(=O)O)S(=O)(=O)O)N)C1=CC=CC=C1